acryloyloxyn-hexyl isocyanate C(C=C)(=O)OCCCCCCN=C=O